benzyl-7-(4-propylpiperazin-1-yl)-3,4-dihydroisoquinoline-2(1H)-carboxylate C(C1=CC=CC=C1)OC(=O)N1CC2=CC(=CC=C2CC1)N1CCN(CC1)CCC